O[C@H](CCC)C1=CC(=C(C=N1)C1=NC=C2C=C(N=CC2=C1)NC(=O)C1CC1)C N-(7-{6-[(1R)-1-hydroxybutyl]-4-methylpyridin-3-yl}-2,6-naphthyridin-3-yl)cyclopropanecarboxamide